NC=1CCC([C@@](N1)(CF)C=1C=C(C=C(C1F)F)NC(=O)C1=NC=C(C=C1)C#N)(F)F (S)-N-(3-(6-amino-3,3-difluoro-2-(fluoromethyl)-2,3,4,5-tetrahydropyridin-2-yl)-4,5-difluorophenyl)-5-cyanopyridinamide